C(#N)C1=CC=CC(=N1)C(NN)=N 6-cyanopicolinimidohydrazide